NC1=NC=C(C#N)C(=C1)O[C@H]1[C@@H](CC1)OC 6-amino-4-((1R,2R)-2-methoxycyclobutoxy)nicotinonitrile